N-octyl-N',N'-dipropylurea C(CCCCCCC)NC(=O)N(CCC)CCC